3-chloro-[1,2,4]triazolo[1,5-a]pyridin ClN1CN=C2N1C=CC=C2